1-(2-((2,6-dihydroxy-5'-methyl-4-pentyl-2'-(prop-1-en-2-yl)-1',2',3',4'-tetrahydro-[1,1'-biphenyl]-3-yl)sulfonyl)ethyl)pyrrolidine-2,5-dione OC1=C(C(=CC(=C1S(=O)(=O)CCN1C(CCC1=O)=O)CCCCC)O)C1C(CCC(=C1)C)C(=C)C